C(\C=C\C(=O)[O-])(=O)OC1(CCCC1)C1CCC(CC1)C(C)C (4-isopropylcyclohexyl)cyclopentyl fumarate